[N+](=O)([O-])C=1C=C(CN2CCOCC2)C=CC1[N+](=O)[O-] 4-(3,4-dinitrobenzyl)morpholine